FC=1C(=C(C(=O)NC2=C(C=C(C(=C2)C=2C=NC(=NC2)N2CCOCC2)F)N2C[C@H](N([C@H](C2)C)C)C)C=CC1)C(F)(F)F 3-fluoro-N-[4-fluoro-5-(2-morpholin-4-ylpyrimidin-5-yl)-2-[(3R,5S)-3,4,5-trimethylpiperazin-1-yl]phenyl]-2-(trifluoromethyl)benzamide